ClC=1C=C(C=CC1Cl)C=1N=C(SC1C1=NN=NN1C)NC1=C(C(=O)O)C=CC=N1 2-(4-(3,4-dichlorophenyl)-5-(1-methyl-1H-tetrazol-5-yl)thiazol-2-ylamino)nicotinic acid